N1(C(C(=CC=C1)[2H])=O)C=1C=NC=CC1 2H-[1,3'-bipyridin]-2-one-3-d